C(CC=C)OC1=NC(=NN2C1=NC=C2C)C2=CC(=NC=C2OC)[C@@H](C)N(C(OC(C)(C)C)=O)CC tert-butyl (R)-(1-(4-(4-(but-3-en-1-yloxy)-7-methylimidazo[2,1-f][1,2,4]triazin-2-yl)-5-methoxypyridin-2-yl)ethyl)(ethyl)carbamate